2-((tert-Butoxycarbonyl) amino)-5-fluorobenzo[d]thiazol-4-yl trifluoromethanesulfonate FC(S(=O)(=O)OC1=C(C=CC2=C1N=C(S2)NC(=O)OC(C)(C)C)F)(F)F